C1(CC=CC2=CC3=CC=CC=C3C=C12)=O anthraceneOne